C1(=C(C=CC=C1)P(C1=C(C=CC=C1)C)C1=C(C=CC=C1)C)C tri(2-tolyl)phosphine